4,6-dichloro-N-methoxy-N-methyl-pyridine-3-carboxamide ClC1=C(C=NC(=C1)Cl)C(=O)N(C)OC